ClC=1C=C2C(C(=COC2=C(C1)Cl)C=O)=O 6,8-dichloro-4-oxo-4H-chromene-3-carbaldehyde